N-[(3R)-1-acetylpiperidin-3-yl]-6-{8-[(2-cyano-2-methylideneethyl)amino]-7-methoxynaphthalen-2-yl}pyridine-2-carboxamide C(C)(=O)N1C[C@@H](CCC1)NC(=O)C1=NC(=CC=C1)C1=CC2=C(C(=CC=C2C=C1)OC)NCC(=C)C#N